C(CCC)C1=CC=C(C=C1)[P](C1=CC=C(C=C1)CCCC)=O di(4-n-butylphenyl)phosphorus oxide